P(OC1=CC=CC=C1)(OCC)=S phenyl ethyl thiophosphonate